tert-butyl (5-(3-fluoro-5-((1,1,1-trifluoro-2-methylpropan-2-yl)oxy)phenyl)-1-(2-(trifluoromethyl)pyrimidin-5-yl)-1H-pyrazol-3-yl)carbamate FC=1C=C(C=C(C1)OC(C(F)(F)F)(C)C)C1=CC(=NN1C=1C=NC(=NC1)C(F)(F)F)NC(OC(C)(C)C)=O